chlorosulfuric acid-4-nitrophenyl ester [N+](=O)([O-])C1=CC=C(C=C1)OS(=O)(=O)Cl